CC(CN1N=CC(=C1)CC1=C2C=CN(C2=CC(=C1OC=1C=CC(=C(C1)C1=NN(C=C1)C(CC=C)C=1C=C(C=CC1)CCC(=O)OCC)F)F)S(=O)(=O)C1=CC=C(C)C=C1)(C=C)C ethyl 3-(3-(1-(3-(5-((4-((1-(2,2-dimethylbut-3-en-1-yl)-1H-pyrazol-4-yl)methyl)-6-fluoro-1-tosyl-1H-indol-5-yl)oxy)-2-fluorophenyl)-1H-pyrazol-1-yl)but-3-en-1-yl)phenyl)propanoate